COC=1C=C(C=CC1)[C@@H](C)N1C(C(=CC(=C1)C(=O)N[C@@H]1[C@H](C1)C)C(=O)NC)=O 1-((R)-1-(3-methoxyphenyl)ethyl)-N3-methyl-N5-((1s,2s)-2-methylcyclopropyl)-2-oxo-1,2-dihydropyridine-3,5-dicarboxamide